dimethyl-formamide sodium [Na].CN(C=O)C